[Si]([O-])([O-])([O-])[O-].[Mg+2].[Al+3] Aluminum-Magnesium Silicate